(S)-2-((4-(2-(5-Chloropyridin-2-yl)-2-methylbenzo[d][1,3]dioxol-4-yl)piperidin-1-yl)methyl)-7-(2-methoxyethoxy)-1-methyl-1H-benzo[d]imidazole-5-carboxylic acid ClC=1C=CC(=NC1)[C@@]1(OC2=C(O1)C=CC=C2C2CCN(CC2)CC2=NC1=C(N2C)C(=CC(=C1)C(=O)O)OCCOC)C